FC1=C(C=CC(=C1)F)[C@](C(F)(F)C1=CC=C(C=N1)OC1=CC=C(C#N)C=C1)(CN1N=CNC1=S)O |r| 4-[[6-[rac-(2R)-2-(2,4-difluorophenyl)-1,1-difluoro-2-hydroxy-3-(5-thioxo-4H-1,2,4-triazol-1-yl)propyl]-3-pyridinyl]oxy]benzonitrile